C(C)OC(CC1=C(C=CC=C1)OCC1=COC2=C1C=C(C=C2Br)Cl)=O 2-(2-((7-bromo-5-chlorobenzofuran-3-yl)methoxy)phenyl)acetic acid ethyl ester